3-(3-fluorophenyl)pyrrolidine (4-(5-bromo-6-methoxy-2H-indazol-2-yl)cyclohexyl)methylcarbamate BrC1=CC2=CN(N=C2C=C1OC)C1CCC(CC1)CNC(O)=O.FC=1C=C(C=CC1)C1CNCC1